FC([C@H](COC=1C=C2CCN3C(C2=CC1)CC(CC3)O)O)(F)F 9-[(2S)-3,3,3-trifluoro-2-hydroxypropoxy]-1H,2H,3H,4H,6H,7H,11bH-pyrido[2,1-a]isoquinolin-2-ol